FC=1C(=NC=C(C1)C(F)(F)F)N1CCN(CC1)C(=O)C1=C(C=CC(=C1)S(=O)(=O)C)O[C@H](C(F)(F)F)C {4-[3-fluoro-5-(trifluoromethyl)pyridin-2-yl]piperazin-1-yl}{5-(methylsulfonyl)-2-[(1S)-2,2,2-trifluoro-1-methylethoxy]phenyl}methanone